C(CCCCCCC\C=C/CCCCCCCC)N (Z)-octadecan-9-en-1-amine